6-(2-(4-Fluoro-3-methylphenyl)pyridin-3-yl)-N-(3-hydroxypropyl)imidazo[1,2-a]pyridine-3-carboxamide FC1=C(C=C(C=C1)C1=NC=CC=C1C=1C=CC=2N(C1)C(=CN2)C(=O)NCCCO)C